(1R,3R)-3-((S)-2-(Cyclohexylmethyl)-6-(methoxycarbonyl)-7-methyl-6,7,8,9-tetrahydro-3H-imidazo[4,5-f]chinolin-3-yl)cyclohexan C1(CCCCC1)CC=1N(C=2C(=C3CC[C@@H](N(C3=CC2)C(=O)OC)C)N1)C1CCCCC1